(R)-2-amino-6-((6-(2-(methylamino)ethoxy)pyridin-3-yl)methyl)-4-(pentan-2-ylamino)pyrimido[4,5-d]pyridazin-5(6H)-one NC=1N=C(C2=C(C=NN(C2=O)CC=2C=NC(=CC2)OCCNC)N1)N[C@H](C)CCC